C(CC(O)(C(=O)[O-])CC(=O)[O-])(=O)[O-].[Na+].[Na+].[Na+] Tri-Natrium citrat